C(CCC)C1CCCC2=C(N(C3=C(C=CC=C23)C(=O)O)CC2=CC(=CC=C2)C)C1 7-butyl-5-[(3-methylphenyl)methyl]-5H,6H,7H,8H,9H,10H-cyclohepta[b]indole-4-carboxylic acid